C1=C(C=CC2=CC=CC=C12)C1=NC2=C3N=CC=C(C3=CC=C2C(=C1)C1=CC=CC=C1)C1=CC=CC=C1 (Naphthalene-2-yl)-4,7-diphenyl-1,10-phenanthroline